6-[[4-[[(1S)-2-hydroxy-1-phenyl-ethyl]amino]-5-(5-methyl-1H-pyrazol-3-yl)pyrimidin-2-yl]amino]-3,4-dihydro-1H-quinolin-2-one OC[C@H](C1=CC=CC=C1)NC1=NC(=NC=C1C1=NNC(=C1)C)NC=1C=C2CCC(NC2=CC1)=O